C[C@H]1N(CCN(C1)C)C[C@@H](C)[C@H]1CC[C@H]2\C(\CCC[C@]12C)=C\C=C1C[C@H](C[C@@H](C1)O)O (1R,3R)-5-(2-((1R,3aS,7aR,E)-1-((S)-1-((R)-2,4-dimethylpiperazin-1-yl)propan-2-yl)-7a-methyl-octahydro-4H-inden-4-ylidene)ethylidene)cyclohexane-1,3-diol